ethyl 4-[3,3-dimethyl-4-(methylamino)-4-oxo-but-1-ynyl]-2,6-dimethyl-7-oxo-1H-pyrrolo[2,3-c]pyridine-3-carboxylate CC(C#CC=1C2=C(C(N(C1)C)=O)NC(=C2C(=O)OCC)C)(C(=O)NC)C